FC1=C(C=C(C(=O)N([C@H](CN2CCCC2)C(C)C)C)C=C1)OC (S)-4-Fluoro-3-methoxy-N-methyl-N-(3-methyl-1-(pyrrolidin-1-yl)butan-2-yl)benzamide